ethylene glycol di-Glycidyl ether C(C1CO1)OCCOCC1CO1